FC(C1=NN=C(O1)C=1C=CC(=NC1)CN1N=NC(=C1)C1=CC=C2C(=CNC2=C1)CNC)F 1-(6-(1-((5-(5-(difluoromethyl)-1,3,4-oxadiazol-2-yl)pyridin-2-yl)methyl)-1H-1,2,3-triazol-4-yl)-1H-indol-3-yl)-N,N-dimethylamine